((2R,5S)-2-(2-(1,5-dimethylpiperidin-3-yl)benzo[d]thiazol-5-yl)-5-methylpiperidin-1-yl)-2-oxo-N-(1H-pyrazolo[4,3-c]pyridin-7-yl)acetamide CN1CC(CC(C1)C)C=1SC2=C(N1)C=C(C=C2)[C@@H]2N(C[C@H](CC2)C)C(C(=O)NC=2C1=C(C=NC2)C=NN1)=O